[I].OCC1OC([C@H]2[C@@H]1OC(O2)(C)C)O (3aR,6aR)-6-(hydroxymethyl)-2,2-dimethyl-tetrahydro-2H-furo[3,4-d][1,3]dioxol-4-ol Iodine